BrCC(=O)C1(COC2=C1C=CC=C2CC(=O)OC)C methyl 2-[3-(2-bromoacetyl)-3-methyl-2H-benzofuran-7-yl]acetate